CN1N=C2C=C(C(=CC2=C1)C1=NC2=NC=C(C=C2C=C1)O[C@H]1CNCC1)O 2-methyl-5-{6-[(3R)-pyrrolidin-3-yloxy]-1,8-naphthyridin-2-yl}indazol-6-ol